C(C)(=O)OCC(C)(C1=CN=C(N1)C1=C(C=CC(=C1)OC=1C(=C2C=CNC2=CC1F)S(=O)(=O)C)F)C=1C=C(C=CC1)CCC(=O)OCC Ethyl 3-(3-(1-acetoxy-2-(2-(2-fluoro-5-((6-fluoro-4-(methylsulfonyl)-1H-indol-5-yl)oxy)phenyl)-1H-imidazol-5-yl)propan-2-yl)phenyl)propanoate